p-tolyl(2-(5-(trifluoromethyl)-1,2,4-oxadiazol-3-yl)-4,7-dihydrothieno[2,3-c]pyridin-6(5H)-yl)methanone C1(=CC=C(C=C1)C(=O)N1CC2=C(CC1)C=C(S2)C2=NOC(=N2)C(F)(F)F)C